CN1C=NC2=C1C=C(C(=C2C2=C1C=NNC1=CC=C2C)C#N)N2CC1(CN(C1)C(C=C)=O)CC2 1-methyl-4-(5-methyl-1H-indazol-4-yl)-6-(2-(2-propenoyl)-2,6-diazaspiro[3.4]octan-6-yl)-1H-benzimidazole-5-carbonitrile